N-Butyrylbutanamide CCCC(=O)NC(=O)CCC